CN1CCN(CC1)CCCC(=O)OCC1=CC(=CC(=C1)OCCCCCCCCCCC)OCCCCCCCCCCCCCCCCC 3-(Heptadecyloxy)-5-(undecyloxy)benzyl 4-(4-methylpiperazin-1-yl)butanoate